(S)-6-(2,3-dimethylphenyl)-3-(1-(6-ethoxy-5-methoxypyridin-2-yl)-2-(methylsulfonyl)ethyl)-7-methyl-1H-imidazo[4,5-b]pyridin-2(3H)-one CC1=C(C=CC=C1C)C=1C(=C2C(=NC1)N(C(N2)=O)[C@H](CS(=O)(=O)C)C2=NC(=C(C=C2)OC)OCC)C